1-benzylmethylamino-3,4-dimethylenehex-5-ene C(C1=CC=CC=C1)CNCCC(C(C=C)=C)=C